2-(3,3-difluorocyclobutyl)-6-phenyl-N4-(pyridin-4-yl)-1,3,5-triazine-2,4-diamine FC1(CC(C1)C1(NC(=NC(=N1)NC1=CC=NC=C1)C1=CC=CC=C1)N)F